C(#N)[C@H](C[C@H]1C(NCC1)=O)NC([C@H](CC(C)C)NC(COC1=CC=C(C=C1)OC(F)(F)F)=O)=O (S)-N-((S)-1-cyano-2-((S)-2-oxopyrrolidin-3-yl)ethyl)-4-methyl-2-(2-(4-(trifluoromethoxy)phenoxy)-acetamido)pentanamide